ClC1=C(C(=O)N2CC=3N=C(SC3C2)NC(C2=CN=C(C=C2C2=C(C=CC(=C2)C#N)OC)C)=O)C=CC(=C1)C(F)F N-(5-(2-chloro-4-(difluoromethyl)benzoyl)-5,6-dihydro-4H-pyrrolo[3,4-d]thiazol-2-yl)-4-(5-cyano-2-methoxyphenyl)-6-methylnicotinamide